(2-(4-methoxyphenyl)quinolin-4-yl)-N3-(2-(pyridin-2-yl)ethyl)propane-1,3-diamine hydrochloride Cl.COC1=CC=C(C=C1)C1=NC2=CC=CC=C2C(=C1)C(CCNCCC1=NC=CC=C1)N